COC1=CC=C(C=C1)[C@]1(C[C@@H]2[C@H](N(OC2(C)C)C)[C@@H](C1)C)C |r| rac-(3aR,5R,7R,7aR)-5-(4-methoxyphenyl)-1,3,3,5,7-pentamethyloctahydrobenzo[c]isoxazole